IC1=CC=C2C(=C(C=NC2=C1)C(=O)N1CCN(CC1)S(=O)(=O)C)C1=CC=C(C=C1)C1(CC1)C#N e-1-(4-(7-iodo-3-(4-(methylsulfonyl)piperazine-1-carbonyl)quinolin-4-yl)phenyl)cyclopropane-1-carbonitrile